FC(C(=O)O)(F)F.N[C@@]1(CN(C[C@H]1CCCB(O)O)S(N[C@@H]1C[C@H](C1)N)(=O)=O)C(=O)O |r| (rac)-trans-3-amino-1-(N-((rac)-trans-3-aminocyclobutyl)sulfamoyl)-4-(3-boronopropyl)pyrrolidine-3-carboxylic acid, 2,2,2-trifluoroacetic acid salt